N1,N6-bis(dibenzofuran-4-yl)-N1,N6-di-m-tolylpyrene-1,6-diamine C1=CC=C(C=2OC3=C(C21)C=CC=C3)N(C3=CC=C2C=CC=1C(=CC=C4C=CC3=C2C14)N(C=1C=C(C=CC1)C)C1=CC=CC4=C1OC1=C4C=CC=C1)C=1C=C(C=CC1)C